CS(=O)(=O)N1CCC(CC1)NC1=NN2C(C=NC(=C2OCCC)C=2C=NNC2)=N1 N-(1-(Methylsulfonyl)piperidin-4-yl)-5-propoxy-6-(1H-pyrazol-4-yl)-[1,2,4]triazolo[1,5-a]pyrazin-2-amine